Cl.F[P-](F)(F)(F)(F)F.CN(C)C(=[N+]1N=[N+](C2=NC=CC=C21)[O-])N(C)C 1-[Bis(dimethylamino)methylene]-1H-1,2,3-triazolo[4,5-b]pyridinium 3-oxide hexafluorophosphate HCl